(S)-7-(5-chloro-2-(2-(2-methyl-4-oxo-6-(4-(trifluoromethoxy)piperidin-1-yl)-5,6,7,8-tetrahydroquinazolin-3(4H)-yl-6-d)ethoxy)phenyl)-5-methylthieno[3,2-b]pyridine-3-carboxylic acid ClC=1C=CC(=C(C1)C1=C2C(=NC(=C1)C)C(=CS2)C(=O)O)OCCN2C(=NC=1CC[C@](CC1C2=O)([2H])N2CCC(CC2)OC(F)(F)F)C